tert-Butyl 5-chloro-3-(cyanomethyl)-1H-pyrrolo[2,3-b]pyridine-1-carboxylate ClC=1C=C2C(=NC1)N(C=C2CC#N)C(=O)OC(C)(C)C